N(=[N+]=[N-])C(C(=O)[O-])C[C@@H](C(=O)O)NC(=O)C1=CC=C(NCC2=CN=C3N=C(N)NC(=O)C3=N2)C=C1 azido-folate